2,2-difluoro-1,3-benzodioxole FC1(OC2=C(O1)C=CC=C2)F